(S)-1-(3-amino-2-fluoro-5-(trifluoromethyl)benzyl)-N,N-dimethylpyrrolidin-3-amine NC=1C(=C(CN2C[C@H](CC2)N(C)C)C=C(C1)C(F)(F)F)F